BrC1=C(C(=CC2=CN(N=C12)COCC[Si](C)(C)C)C)C(F)(F)F 7-bromo-5-methyl-6-(trifluoromethyl)-2-((2-(trimethylsilyl)ethoxy)methyl)-2H-indazole